NC=1N=C(C2=C(N1)N(C[C@H]2CC(=O)O)CC2=NC=C(C(=C2C)OC)C)Cl 2-[(5S)-2-amino-4-chloro-7-[(4-methoxy-3,5-dimethylpyridin-2-yl)methyl]-5H,6H,7H-pyrrolo[2,3-d]pyrimidin-5-yl]acetic acid